CC1=C(OC=2CCC3=CN(N=C3C21)C[C@@H]2CN(CCO2)C)C(=O)O 8-methyl-2-{[(2S)-4-methylmorpholin-2-yl]methyl}-4,5-dihydro-2H-furo[2,3-g]indazole-7-carboxylic acid